1,6-Dimethyl-4-[4-(5-methyl-1,3-benzooxazol-2-yl)piperidin-1-yl]-2-oxo-7-{[(3S)-oxolan-3-yl]oxy}-1,2-dihydroquinoline-3-carboxamide CN1C(C(=C(C2=CC(=C(C=C12)O[C@@H]1COCC1)C)N1CCC(CC1)C=1OC2=C(N1)C=C(C=C2)C)C(=O)N)=O